4-(4-(benzyloxy)-2-methyl-3-(methylamino)-4-oxobutan-2-yl)benzoic acid trifluoroacetate FC(C(=O)O)(F)F.C(C1=CC=CC=C1)OC(C(C(C)(C)C1=CC=C(C(=O)O)C=C1)NC)=O